[Si]=S.[Sn] tin silicon sulfide